FC(C1=NN(C(=C1)C(F)F)CC(=O)N1CCC(CC1)C=1SC=C(N1)C1=NO[C@H](C1)C1=C(C=CC=C1Cl)CS(=O)(=O)[O-])F 2-{(5R)-3-[2-(1-{[3,5-bis(difluoromethyl)-1H-pyrazol-1-yl] acetyl} piperidin-4-yl)-1,3-thiazol-4-yl]-4,5-dihydro-1,2-oxazol-5-yl}-3-chlorophenylmethanesulfonate